(E)-N-(2,6-difluoro-4-(8-(1-methyl-2-oxo-6-(trifluoromethyl)-2,3-dihydro-1H-benzo[d]imidazol-5-yl)indolizine-3-carbonyl)phenyl)-4-(((1r,4r)-4-methoxycyclohexyl)amino)but-2-enamide FC1=C(C(=CC(=C1)C(=O)C1=CC=C2C(=CC=CN12)C1=CC2=C(N(C(N2)=O)C)C=C1C(F)(F)F)F)NC(\C=C\CNC1CCC(CC1)OC)=O